2-(Indoline-5-carbonyl)-2,7-diazaspiro[4.5]decane-6,8-dione N1CCC2=CC(=CC=C12)C(=O)N1CC2(CC1)C(NC(CC2)=O)=O